NC1C(N(CC1C)C(=O)[O-])CC1=C(C(=CC=C1)Br)F 3-amino-2-[(3-bromo-2-fluoro-phenyl)methyl]-4-methyl-pyrrolidine-1-carboxylate